2-chloro-N-(4-nitrophenyl)acetamide 1,2-dihydroxy-3-propanesulfonate OCC(CS(=O)(=O)O)O.ClCC(=O)NC1=CC=C(C=C1)[N+](=O)[O-]